4-[4-Chloro-3-(difluoromethoxy)phenyl]-1-[(2-methylpyrazol-3-yl)methyl]pyrazole ClC1=C(C=C(C=C1)C=1C=NN(C1)CC=1N(N=CC1)C)OC(F)F